Fmoc-propargyl-glycine C(=O)(OCC1C2=CC=CC=C2C2=CC=CC=C12)N(CC(=O)O)CC#C